2-[1-(1,3-benzothiazole-6-carbonyl)piperidin-4-yl]-6-(3,5-dimethylpyrazol-1-yl)pyridazin-3-one S1C=NC2=C1C=C(C=C2)C(=O)N2CCC(CC2)N2N=C(C=CC2=O)N2N=C(C=C2C)C